(R)-1-(4-hydroxy-4-(7-methoxy-4-((1-(2-methyl-3-(trifluoromethyl)phenyl)ethyl)amino)quinolin-6-yl)piperidin-1-yl)ethan-1-one OC1(CCN(CC1)C(C)=O)C=1C=C2C(=CC=NC2=CC1OC)N[C@H](C)C1=C(C(=CC=C1)C(F)(F)F)C